C[C@H](CC)B(O)O |r| racemic-2-butyl-boronic acid